FC(C1=C(C=NN1)C=O)F (5-(difluoromethyl)-1H-pyrazol-4-yl)methanone